2-amino-4-(4-fluorophenyl)-5-cyanothiazole NC=1SC(=C(N1)C1=CC=C(C=C1)F)C#N